O=C1NC(CCC1N1C(C2=CC=CC(=C2C1=O)N1CC(C1)CC(=O)N1CCC(CC1)NC(OCC1=CC=CC=C1)=O)=O)=O benzyl (1-(2-(1-(2-(2,6-dioxopiperidin-3-yl)-1,3-dioxoisoindolin-4-yl)azetidin-3-yl)acetyl)piperidin-4-yl)carbamate